Methyl 1-(4-((2-oxopyridin-1-yl)methyl)benzyl)-1H-1,2,3-triazole-4-carboxylate O=C1N(C=CC=C1)CC1=CC=C(CN2N=NC(=C2)C(=O)OC)C=C1